4-hexadecyl-imidazole bromine salt [Br].C(CCCCCCCCCCCCCCC)C=1N=CNC1